N,N-bis(4-methoxybenzyl)-6-methyl-5-(trifluoromethyl)pyridin-2-amine COC1=CC=C(CN(C2=NC(=C(C=C2)C(F)(F)F)C)CC2=CC=C(C=C2)OC)C=C1